tert-butyl ethyl(1-(2-(8-hydroxyimidazo[1,2-a]pyrazin-6-yl)pyridin-4-yl)ethyl)carbamate C(C)N(C(OC(C)(C)C)=O)C(C)C1=CC(=NC=C1)C=1N=C(C=2N(C1)C=CN2)O